(S)-2-(2-(2-methylazetidin-1-yl)-6,7-dihydro-5H-cyclopenta[d]pyrimidin-4-yl)imidazo[2,1-b]thiazole C[C@@H]1N(CC1)C=1N=C(C2=C(N1)CCC2)C2=CN1C(S2)=NC=C1